F[C@@H]1C[C@H](N(C1)C(=O)C1CN2C(CCC2CC1)=O)C(=O)N[C@H](C1=CC=C(C=C1)C(C)C)C1=CC=CC=C1 (2S,4R)-4-fluoro-1-(3-oxo-octahydroindolizine-6-carbonyl)-N-[(S)-phenyl[4-(propan-2-yl)phenyl]methyl]pyrrolidine-2-carboxamide